F[C@@H]1[C@H]2CC[C@@H](C[C@@H]1N(C)C1=NC=C(N=C1)C1=C(C=C(C=C1)C=1N=CN(C(C1)=O)C)OCOC)N2C(=O)OC(C)(C)C tert-butyl (1R,2S,3S,5S)-2-fluoro-3-([5-[2-(methoxymethoxy)-4-(1-methyl-6-oxopyrimidin-4-yl) phenyl] pyrazin-2-yl] (methyl) amino)-8-azabicyclo[3.2.1]octane-8-carboxylate